fluoro-N-[(4-isopropyl-2,5-dioxoimidazolidin-4-yl)methyl]-4'-(trifluoromethyl)[biphenyl]-2-carboxamide FC1=C(C(=CC=C1)C1=CC=C(C=C1)C(F)(F)F)C(=O)NCC1(NC(NC1=O)=O)C(C)C